FC(COP(=O)(OCC(F)F)OCC(F)F)F Tris(2,2-difluoroethyl)phosphate